(1S,2R,3S,4R)-4-Amino-2,3-dihydroxycyclopentane-1-carboxylic acid N[C@H]1[C@@H]([C@@H]([C@H](C1)C(=O)O)O)O